C(=C)[Si](O[Si](O[Si](C=C)(C=C)C1=CC=CC=C1)(C1=CC=CC=C1)C1=CC=CC=C1)(C=C)C1=CC=CC=C1 1,1,5,5-tetravinyltetraphenyltrisiloxane